C=C1C(=O)OC(C1)CC α-methylene-γ-ethyl-γ-butyrolactone